COC=1C=C(OC2=C(C=C(C=C2)NC(CC2=CC=CC=C2)=O)S(N)(=O)=O)C=CC1 N-[4-(3-methoxyphenoxy)-3-sulfamoylphenyl]-2-phenylacetamide